BrC1=CC(N(C=C1I)C)=O 4-bromo-5-iodo-1-methylpyridin-2(1H)-one